COC1=CC=C(C=C1)CN1C2CC(C(C1CO)C)C2 [2-[(4-methoxyphenyl)methyl]-4-methyl-2-azabicyclo[3.1.1]hept-3-yl]methanol